C1CC12CCN(CC2)C2=NC(=CC=C2C(=O)NC2=NC(=CC=C2)N2C[C@H](OCC2)C)NC(CO)(CO)C 2-(6-azaspiro[2.5]oct-6-yl)-6-((1,3-dihydroxy-2-methyl-2-propanyl)amino)-N-(6-((2R)-2-methyl-4-morpholinyl)-2-pyridinyl)-3-pyridinecarboxamide